5-(4-fluorophenyl)pyridine FC1=CC=C(C=C1)C=1C=CC=NC1